C(N)(=O)C1(CCCC1)C1=CC=C(C=C1)NC(C1=C(C=CC(=C1)[N+](=O)[O-])SC1=NN=CN1C)=O N-[4-(1-carbamoylcyclopentyl)phenyl]-2-[(4-methyl-4H-1,2,4-triazol-3-yl)sulfanyl]-5-nitrobenzamide